(R)-6-Chloro-1-(6-(3-methoxytetrahydrofuran-3-yl)-4-(oxetan-3-ylmethoxy)pyridin-2-yl)-3-methyl-1H-pyrrolo[3,2-c]pyridine ClC1=CC2=C(C=N1)C(=CN2C2=NC(=CC(=C2)OCC2COC2)[C@]2(COCC2)OC)C